4-[1-(2-furylmethyl)-1H-pyrazol-4-yl]-1H-pyrrolo[2,3-b]pyridine O1C(=CC=C1)CN1N=CC(=C1)C1=C2C(=NC=C1)NC=C2